(racemic)-6-(1-((3'-cyano-[1,1'-biphenyl]-4-yl)methyl)-4-fluoro-1H-indole-7-carboxamido)spiro[3.3]heptane-2-carboxylic acid C(#N)C=1C=C(C=CC1)C1=CC=C(C=C1)CN1C=CC2=C(C=CC(=C12)C(=O)NC1CC2(CC(C2)C(=O)O)C1)F